1-fluoroheptadecan-9-yl 6-bromohexanoate BrCCCCCC(=O)OC(CCCCCCCCF)CCCCCCCC